S1C(=NC=C1)N1CCC(CC1)NC1=NC=CC(=N1)C(=O)O ((1-(thiazol-2-yl)piperidin-4-yl)amino)pyrimidine-4-carboxylic acid